BrC1=CN(C(C2=C(C=CC=C12)F)=O)C 4-bromo-8-fluoro-2-methylisoquinolin-1(2H)-one